2-((1r,3r)-3-(3-aminophenyl)-3-(4-methyl-4H-1,2,4-triazol-3-yl)cyclobutyl)acetonitrile NC=1C=C(C=CC1)C1(CC(C1)CC#N)C1=NN=CN1C